(5-(3-(2-methoxy-2-oxoacetyl)-1H-pyrrolo[2,3-b]pyridin-5-yl)pyridin-2-yl)piperazine-1-carboxylic acid tert-butyl ester C(C)(C)(C)OC(=O)N1C(CNCC1)C1=NC=C(C=C1)C=1C=C2C(=NC1)NC=C2C(C(=O)OC)=O